2-bromo-N-[5-(4-fluorophenoxy)pyridin-2-yl]propanamide BrC(C(=O)NC1=NC=C(C=C1)OC1=CC=C(C=C1)F)C